4-(4-chlorophenyl)-6-[(1,3-dioxoisoindolin-2-yl)methyl]-2-methyl-pyridine-3-carboxamide ClC1=CC=C(C=C1)C1=C(C(=NC(=C1)CN1C(C2=CC=CC=C2C1=O)=O)C)C(=O)N